(4-(5-aminoisoxazol-3-yl)-4-fluoropiperidin-1-yl)(3-fluoro-4-(trifluoromethyl)phenyl)methanone NC1=CC(=NO1)C1(CCN(CC1)C(=O)C1=CC(=C(C=C1)C(F)(F)F)F)F